NCCCC(CCCN)CCCN 4-(3-aminopropyl)heptane-1,7-diamine